CS(=O)(=O)[O-].C[NH+]1C(=CC=C1)CC 1-Methyl-2-ethylpyrrolium methansulfonat